C1(CCCCC1)C(\C=C(\C(F)(F)F)/C1=CC=CC=C1)=O (E)-1-cyclohexyl-4,4,4-trifluoro-3-phenyl-2-buten-1-one